2-bromo-4-(4-fluorophenyl)thiazole diethyl-2,2'-(2,4,7,9-tetraoxo-2,3,4,7,8,9-hexahydropyrimido[4,5-g]pteridine-1,6-diyl)diacetate C(C)C(C(=O)O)N1C(NC(C=2C1=NC=1C(NC(N(C1N2)C(C(=O)O)CC)=O)=O)=O)=O.BrC=2SC=C(N2)C2=CC=C(C=C2)F